OCC=1C(=CSC1)NC(OC(C)(C)C)=O tert-butyl (4-(hydroxymethyl)thiophen-3-yl)carbamate